C(C)(C)(C)[Mo](N(C)C)(N(C)C)C(C)(C)C bis(tert-butyl)bis(dimethylamino)molybdenum